BrC=1C=CC2=C(N3C(O2)=NC(C3)=O)C1 6-bromobenzo[D]imidazo[2,1-b]oxazol-2(3H)-one